cyclohexyl-(4-fluoro-4-(((3S,4r,5R)-3,4,5-trihydroxypiperidin-1-yl)methyl)piperidin-1-yl)methanone methyl-2,6-dioxo-1,3-dihydropyrimidine-4-carboxylate COC(=O)C=1NC(NC(C1)=O)=O.C1(CCCCC1)C(=O)N1CCC(CC1)(CN1C[C@@H](C([C@@H](C1)O)O)O)F